FC(C1=NC(=NC=C1)OC1=CC=C(C=C1)C1CN(C1)C(=O)N1C[C@@H]2[C@@H](OCC(N2)=O)CC1)(F)F (4aR,8aS)-6-[3-[4-[4-(Trifluoromethyl)pyrimidin-2-yl]oxyphenyl]azetidine-1-carbonyl]-4,4a,5,7,8,8a-hexahydropyrido[4,3-b][1,4]oxazin-3-one